NC1=C(C=C(C(=C1)C=1C=C(C=2N(C1)N=CN2)OC)C(C)C)N[C@@H]2CN(CCC2)C(=O)OC(C)(C)C tert-butyl (S)-3-((2-amino-5-isopropyl-4-(8-methoxy-[1,2,4]triazolo[1,5-a]pyridin-6-yl) phenyl)amino)piperidine-1-carboxylate